OC1=NC=CC(=C1)C1=CC=2C(N(CC3(C2N1)CN(CCC3)C(=O)OC(C)(C)C)CC3=C(C=C(C=C3OC)OC)OC)=O tert-butyl 2'-(2-hydroxypyridin-4-yl)-4'-oxo-5'-(2,4,6-trimethoxybenzyl)-1',4',5',6'-tetrahydrospiro[piperidine-3,7'-pyrrolo[3,2-c]pyridine]-1-carboxylate